CC1=CC=C(N=N1)CNC(C1=CC(=CC(=C1)OC1CCN(CC1)CC(F)(F)F)C=1SC(=CN1)C)=O N-[(6-methylpyridazin-3-yl)methyl]-3-(5-methyl-1,3-thiazol-2-yl)-5-{[1-(2,2,2-trifluoroethyl)piperidin-4-yl]oxy}benzamide